Glycerol Monoisostearate C(CCCCCCCCCCCCCCC(C)C)(=O)OCC(O)CO